C1(CC1)C1=NC=NC(=C1C=1N=C(C=2C(N1)=NC(C(C2)C=2CCN(CC2)C)=O)C)OC 2-(4-cyclopropyl-6-methoxypyrimidin-5-yl)-4-methyl-6-(1-methyl-3,6-dihydro-2H-pyridin-4-yl)pyrido[2,3-d]pyrimidin-7-one